COC1=C(C=CC=C1)CCCN1CC(OCC1)C1=NNC2=CC=CC=C12 3-(4-(3-(2-methoxyphenyl)propyl)morpholin-2-yl)-1H-indazole